bis(4-acryloxyethoxy-3,5-dibromophenyl)methane C(C=C)(=O)OCCOC1=C(C=C(C=C1Br)CC1=CC(=C(C(=C1)Br)OCCOC(C=C)=O)Br)Br